CC1=CC(=CC(=N1)C(=O)N)OC=1C=NC=NC1 6-methyl-4-(pyrimidin-5-yloxy)picolinamide